C(N)(=O)C(CC1C(NCC1)=O)NC(CCC(C)C)=O N-[1-carbamoyl-2-(2-oxopyrrolidin-3-yl)ethyl]-4-methylpentanamide